ClC1=NC(=NC(=C1OC)N1CCS(CC1)(=O)=O)C#N 4-chloro-6-(1,1-dioxo-1λ6-thiomorpholin-4-yl)-5-methoxypyrimidine-2-carbonitrile